1-[9-(4-chlorophenyl)-8-(5-cyano-2-pyridinyl)-2-[2-hydroxyethyl-(methyl)amino]purin-6-yl]-4-methyl-piperidine-4-carboxamide ClC1=CC=C(C=C1)N1C2=NC(=NC(=C2N=C1C1=NC=C(C=C1)C#N)N1CCC(CC1)(C(=O)N)C)N(C)CCO